BrC=1C=CC(N(C1)C(C(=O)C1=C(N(C(=C1)C)CC1=CC=C(C=C1)OC)C)C)=O 5-bromo-1-(1-(1-(4-methoxybenzyl)-2,5-dimethyl-1H-pyrrol-3-yl)-1-oxopropan-2-yl)pyridin-2(1H)-one